O1CC(C1)N1N=CC(=C1)C1=NN2C(=NC=3C=CC=CC3C2=N1)N[C@H]1CNCCCC1 (3R)-3-({2-[1-(oxetan-3-yl)-1H-pyrazol-4-yl][1,2,4]triazolo[1,5-c]quinazolin-5-yl}amino)azepan